3-(4-(difluoromethoxy)-2,6-difluorophenyl)-5-methyl-2,7-dihydro-1H-2a,4,6,7,9,9a-hexaazadicyclopenta[cd,f]azulene FC(OC1=CC(=C(C(=C1)F)C1=NC2=C(N=C3N(C4=C2N1CC4)N=CN3)C)F)F